3-chloro-7-(2-methoxypropan-2-yl)isoquinoline ClC=1N=CC2=CC(=CC=C2C1)C(C)(C)OC